BrC=1C=C(C2=C(C(OC(=N2)C=2N(N=C(C2)Br)CC(F)F)=O)C1)C 6-bromo-2-[5-bromo-2-(2,2-difluoroethyl)pyrazol-3-yl]-8-methyl-3,1-benzoxazin-4-one